2-(5-(4-ethylpiperazin-1-yl)pyridin-2-yl)-4-(2-fluoro-6-methoxyphenyl)-2,3-dihydro-1H-pyrrolo[3,4-c]pyridin-1-one C(C)N1CCN(CC1)C=1C=CC(=NC1)N1CC=2C(=NC=CC2C1=O)C1=C(C=CC=C1OC)F